FC1=CC=C(CN2CCC(CC2)NC(C2=CC(=CC=C2)[N+](=O)[O-])=O)C=C1 N-(1-(4-fluorobenzyl)piperidin-4-yl)-3-nitrobenzamide